(S)-N-(3-(1-((2-ethyl-2H-pyrazolo[3,4-b]pyrazin-6-yl)amino)ethyl)-4-fluorophenyl)-2-phenylacetamide C(C)N1N=C2N=C(C=NC2=C1)N[C@@H](C)C=1C=C(C=CC1F)NC(CC1=CC=CC=C1)=O